(trans)-5-(trifluoromethyl)tetrahydro-2H-pyran FC(C1CCCOC1)(F)F